C(C1=C(C(=CC(=C1)C(CC(C)(C)C)(C)C)N1N=C2C(=N1)C=CC=C2)O)C2=C(C(=CC(=C2)C(CC(C)(C)C)(C)C)N2N=C1C(=N2)C=CC=C1)O Methylenebis(6-(2H-benzotriazol-2-yl)-4-(1,1,3,3-tetramethylbutyl)phenol)